5-amino-N-(5-chloro-4-(4-chloro-3-fluorophenyl)thiazol-2-yl)-3-methylpyridine-2-sulfonamide NC=1C=C(C(=NC1)S(=O)(=O)NC=1SC(=C(N1)C1=CC(=C(C=C1)Cl)F)Cl)C